N-[[4-[5-(difluoromethyl)-1,3,4-oxadiazol-2-yl]-2-fluoro-phenyl]methyl]-1-imino-1-oxo-N-(3-pyridinyl)-1,4-thiazine-4-carboxamide FC(C1=NN=C(O1)C1=CC(=C(C=C1)CN(C(=O)N1C=CS(C=C1)(=O)=N)C=1C=NC=CC1)F)F